CN1C(C2=C(C=CC=C1)C(=CN2)C2=NC(=NC=C2C(F)(F)F)NC2CNCCC2)=O 8-methyl-3-{2-[(piperidin-3-yl)amino]-5-(trifluoromethyl)pyrimidin-4-yl}-1H,8H,9H-pyrrolo[2,3-c]azocine-9-on